dicarbonyl-(cyclopentadienyl)cobalt (III) C(=O)=[Co+2](C1C=CC=C1)=C=O